N-Cbz-4-piperidone C1CN(CCC1=O)C(=O)OCC2=CC=CC=C2